(1R,5S,6s)-N-(2-(8-chloroimidazo[1,5-a]pyridin-3-yl)propan-2-yl)-3-azabicyclo[3.1.1]heptane-6-carboxamide ClC=1C=2N(C=CC1)C(=NC2)C(C)(C)NC(=O)C2[C@H]1CNC[C@@H]2C1